FC(C(=O)O)(F)F.C(C)(C)(C)NC(COC1=CC(=CC=C1)C1=NC2=CC=C(C(=C2C(=N1)NC=1C=NN(C1)C)Cl)OC)=O N-(tert-butyl)-2-(3-(5-chloro-6-methoxy-4-((1-methyl-1H-pyrazol-4-yl)amino)-quinazolin-2-yl)phenoxy)acetamide trifluoroacetic acid salt